OCCC1=CC=C(C=C1)C1=C(OC(=C1)[N+](=O)[O-])C(=O)N (4-(2-hydroxyethyl)phenyl)-5-nitrofuran-2-carboxamide